ClC=1C=CC2=C(N(CO2)CCCl)C1 5-chloro-N-(2-chloroethyl)-1,3-benzoxazol